p-trifluoromethylphenylamine hydrochloride Cl.FC(C1=CC=C(C=C1)N)(F)F